4-{[4-(3-Amino-1H-indazol-5-yl)pyridin-2-yl]amino}-2-methylphenol NC1=NNC2=CC=C(C=C12)C1=CC(=NC=C1)NC1=CC(=C(C=C1)O)C